1-(3-chloro-5-{[4-(4-chlorothien-2-yl)-5-(4-cyclohexylpiperazine-1-yl)-1,3-thiazole-2-yl]Carbamoyl}pyridin-2-yl)piperidine-4-carboxylic acid maleate C(\C=C/C(=O)O)(=O)O.ClC=1C(=NC=C(C1)C(NC=1SC(=C(N1)C=1SC=C(C1)Cl)N1CCN(CC1)C1CCCCC1)=O)N1CCC(CC1)C(=O)O